3-fluoro-4-(2-methyl-4-(piperidin-4-yl)benzo[d][1,3]dioxol-2-yl)benzonitrile HCl salt Cl.FC=1C=C(C#N)C=CC1C1(OC2=C(O1)C=CC=C2C2CCNCC2)C